N-((3R,4R)-4-(4-(5-fluoro-2-hydroxybenzoyl)benzamido)pyrrolidin-3-yl)isonicotinamide FC=1C=CC(=C(C(=O)C2=CC=C(C(=O)N[C@H]3[C@@H](CNC3)NC(C3=CC=NC=C3)=O)C=C2)C1)O